C(C)N1C2=NC(=NC(=C2N=C1)N[C@@H]1CN(CC1)S(=O)(=O)CF)N[C@@H](CO)C(C)C (R)-2-((9-ethyl-6-(((S)-1-((fluoromethyl)sulfonyl)pyrrolidin-3-yl)amino)-9H-purin-2-yl)amino)-3-methylbutan-1-ol